C(C)(C)(C)[Si](C)(C)OCC#CC1=NC(=CC(=C1)Cl)C(F)(F)F tert-butyl-[3-[4-chloro-6-(trifluoromethyl)-2-pyridyl]prop-2-ynoxy]-dimethyl-silane